FC1=CC=C(C(=O)NCCCCCCCC(=O)O)C=C1 8-(N-4-fluorobenzoyl)aminocaprylic acid